O=C1NC(CC[C@@H]1C1=CC=C(C=C1)N1CCC(CC1)CN1CCC(CC1)N(C(=O)C1(CCN(CC1)C1=CN=NC(=C1)C1=C(C=CC=C1)O)C1=C(C=CC=C1)OC)C)=O N-{1-[(1-{4-[(3R)-2,6-DIOXOPIPERIDIN-3-YL]PHENYL}PIPERIDIN-4-YL)METHYL]PIPERIDIN-4-YL}-1-[6-(2-HYDROXYPHENYL)PYRIDAZIN-4-YL]-4-(2-METHOXYPHENYL)-N-METHYLPIPERIDINE-4-CARBOXAMIDE